ClC1=CC=C(C=C1)C=1C=NN2C1NC(=CC2=O)CN2CCCC2 3-(4-chlorophenyl)-5-(pyrrolidin-1-ylmethyl)pyrazolo[1,5-a]pyrimidin-7(4H)-one